CN(C)CCCCCCCCCCCCCCCCCCCCCC N,N-dimethyl-behenylamine